ClC=1C(=NC(=NC1)NC1=CC(=C(C=C1)N1CCC2(CC(C2)NCCO)CC1)Cl)NC1=C(C=CC=C1)P(C)(C)=O (2-((5-chloro-2-((3-chloro-4-(2-((2-hydroxyethyl)amino)-7-azaspiro[3.5]-nonan-7-yl)phenyl)amino)pyrimidin-4-yl)amino)phenyl)dimethyl-phosphine oxide